COC1=CC=C(C=C1)C(OCCCOP([O-])N(C(C)(C)CCC#N)C(C)C)(C1=CC=CC=C1)C1=CC=C(C=C1)OC 3-[bis(4-methoxyphenyl)(phenyl)methoxy]propyl(2-cyanoethyl)diisopropylphosphoramidite